(3R,4S)-3-cyclopropyl-1-(6-imidazol-1-ylpyrrolo[1,2-b]pyridazin-4-yl)-4-methyl-2-oxopyrrolidine-3-carbonitrile C1(CC1)[C@]1(C(N(C[C@H]1C)C=1C=2N(N=CC1)C=C(C2)N2C=NC=C2)=O)C#N